C(C=C)(=O)N1C(CC(CC1)N1C=NC=2C(=NC=3C(=C(C(=CC3C21)Cl)C2=CC=CC1=CC=CC(=C21)C)F)N2CC(C2)N(C)C)CC#N 2-(1-acryloyl-4-(8-chloro-4-(3-(dimethylamino)azetidin-1-yl)-6-fluoro-7-(8-methyl-naphthalen-1-yl)-1H-imidazo[4,5-c]quinolin-1-yl)piperidin-2-yl)acetonitrile